FC(C=1N=C(OC1C(=O)N1[C@@H](C2=C(CC1)NC=N2)C=2OC1=C(N2)C(=CC=C1)C(F)(F)F)C(C)(C)O)F (S)-(4-(difluoromethyl)-2-(2-hydroxypropan-2-yl)oxazol-5-yl)(4-(4-(trifluoromethyl)benzo[d]oxazol-2-yl)-6,7-dihydro-1H-imidazo[4,5-c]pyridin-5(4H)-yl)methanone